ClC1=C(C=CC=C1)N1C=C(C2=CC(=CC=C12)C(=O)N[C@@]1(CS(CC1)(=O)=O)C)C1=CC=C(C=C1)F (S)-1-(2-chlorophenyl)-3-(4-fluorophenyl)-N-(3-methyl-1,1-dioxidotetrahydrothiophen-3-yl)-1H-indole-5-carboxamide